C(C)(C)(C)S(=O)N([C@H](C)C=1C=C(C(=NC1)OC)B(O)O)CC (5-((1R)-1-((tert-butylsulfinyl)(ethyl)amino)ethyl)-2-methoxypyridin-3-yl)boronic acid